C(N)(=O)[C@@H]1C[C@@]2(C(NC3=CC=CC=C3C2)=O)CN1C(=O)OC(C)(C)C t-butyl (3R,5S)-5-carbamoyl-2'-oxo-1',4'-dihydro-2'H-spiro[pyrrolidine-3,3'-quinoline]-1-carboxylate